FC1=C(C=C(C=C1)C(NCCN1CCCCC1)=O)NC(=O)C=1C=C2C(=NC1)NC(=C2)C=2C=NN(C2)CCO N-(2-fluoro-5-((2-(piperidin-1-yl)ethyl)carbamoyl)phenyl)-2-(1-(2-hydroxyethyl)-1H-pyrazol-4-yl)-1H-pyrrolo[2,3-b]pyridine-5-carboxamide